4-[(2-fluoro-6-methylphenyl)amino]-2-[(6-methoxy-2-methyl-1,2,3,4-tetrahydroisoquinolin-7-yl)amino]pyrimidine-5-carboxamide FC1=C(C(=CC=C1)C)NC1=NC(=NC=C1C(=O)N)NC1=C(C=C2CCN(CC2=C1)C)OC